NC1=C(C=C2CCCNC2=C1Br)C#N 7-amino-8-bromo-1,2,3,4-tetrahydroquinoline-6-carbonitrile